C1(=CC=CC=C1)C1OCC2(CN(C2)S(=O)(=O)C2=CC=C(C)C=C2)CO1 7-Phenyl-2-tosyl-6,8-dioxa-2-azaspiro[3.5]nonane